N-(3',4',5'-trifluorobiphenyl-2-yl)-1,3-dimethyl-5-fluoropyrazol-4-yl-carboxamide FC=1C=C(C=C(C1F)F)C1=C(C=CC=C1)NC(=O)C=1C(=NN(C1F)C)C